[2-[(3-fluorophenyl)methoxy]phenyl]boronic acid FC=1C=C(C=CC1)COC1=C(C=CC=C1)B(O)O